allyl-butylethylmethylammonium C(C=C)[N+](C)(CC)CCCC